2-((4-bromobenzyl)oxy)-1-naphthaleneethanol BrC1=CC=C(COC2=C(C3=CC=CC=C3C=C2)CCO)C=C1